(E)-7-(cyclohexylamino)-3-(2,6-dichloro-3,5-dimethoxyphenyl)-1-(1-(4-(dimethylamino)but-2-enoyl)piperidin-4-yl)-3,4-dihydropyrimido[4,5-d]pyrimidin-2(1H)-one C1(CCCCC1)NC1=NC=C2C(=N1)N(C(N(C2)C2=C(C(=CC(=C2Cl)OC)OC)Cl)=O)C2CCN(CC2)C(\C=C\CN(C)C)=O